C[C@H]1CC[C@H](CC1)OC[C@@H]1NCCC[C@@H]1NS(=O)(=O)C N-(cis-2-(((cis-4-methylcyclohexyl)oxy)methyl)-piperidin-3-yl)methanesulfonamide